2-[2-[2-(8-chloro-4-oxo-chromen-2-yl)-5-(trifluoromethyl)phenoxy]ethylamino]acetic acid ClC=1C=CC=C2C(C=C(OC12)C1=C(OCCNCC(=O)O)C=C(C=C1)C(F)(F)F)=O